NC1=C(N=CC(=N1)N1CCC2(CC1)C(C1=C(C=NC=C1)C2)N)SC2=C(C(=NC=C2)N)Cl 1'-(6-amino-5-((2-amino-3-chloropyridin-4-yl)thio)pyrazin-2-yl)-5,7-dihydrospiro[cyclopenta[c]pyridine-6,4'-piperidin]-5-amine